N-(5-((3-cyano-6-(4-hydroxyphenyl)pyrazolo[1,5-a]pyridin-4-yl)oxy)pyridin-2-yl)acryloyl-amine C(#N)C=1C=NN2C1C(=CC(=C2)C2=CC=C(C=C2)O)OC=2C=CC(=NC2)NC(C=C)=O